6-chloro-3-((1-(5-(3-cyanophenyl)-9-methyl-[1,2,4]triazolo[4,3-c]quinazolin-7-yl)ethyl)amino)picolinic acid ClC1=CC=C(C(=N1)C(=O)O)NC(C)C1=CC(=CC=2C=3N(C(=NC12)C1=CC(=CC=C1)C#N)C=NN3)C